2,4-dichloro-5-iodo-7-toluenesulfonyl-7H-pyrrolo[2,3-d]pyrimidine ClC=1N=C(C2=C(N1)N(C=C2I)S(=O)(=O)CC2=CC=CC=C2)Cl